2,3-di((2-mercaptoethyl)thio)-1-propane-thiol SCCSC(CS)CSCCS